ClC1=C(C(=NC=C1)C(=O)O)N[C@H](C)C1=C2N=C(C(=NC2=CC(=C1)C)C#N)N1C2CC(CC1CC2)(F)F chloro-3-(((1R)-1-(2-cyano-3-(3,3-difluoro-8-azabicyclo[3.2.1]octan-8-yl)-7-methylquinoxalin-5-yl)ethyl)amino)picolinic acid